CN1CC2N(C3=C(C=C(C=C3CC2)C2(NC=C3C(=C(C(=CC3=C2)C2=C(C3=C(OCCN3)N=C2)C)F)N)N)C)CC1 3-(3,10-Dimethyl-2,3,4,4a,5,6-hexahydro-1H-pyrazino[1,2-a]quinolin-8-yl)-7-fluoro-6-(8-Methyl-2,3-dihydro-1H-pyrido[2,3-b][1,4]oxazin-7-yl)isoquinoline-3,8-diamine